[4-[(1R,2S)-6-tert-butoxy-2-phenyl-tetralin-1-yl]phenyl] 1,1,2,2,3,3,4,4,4-nonafluorobutane-1-sulfonate FC(C(C(C(F)(F)F)(F)F)(F)F)(S(=O)(=O)OC1=CC=C(C=C1)[C@H]1[C@H](CCC2=CC(=CC=C12)OC(C)(C)C)C1=CC=CC=C1)F